1-benzyl-3,4-dimethyl-1H-pyrrole-2,5-dione C(C1=CC=CC=C1)N1C(C(=C(C1=O)C)C)=O